N-(4'-((2-(1,1-difluoroethyl)-6-methylpyrimidin-4-yl)amino)-5-fluoro-[2,3'-bipyridin]-6'-yl)acetamide FC(C)(F)C1=NC(=CC(=N1)NC1=C(C=NC(=C1)NC(C)=O)C1=NC=C(C=C1)F)C